FC=1C=C(C=C(C1C=1N=NN(C1)[C@@H]1COC[C@H]1OC)F)NC(CC1=C(C(=CC=C1)C(F)(F)F)F)=O N-(3,5-difluoro-4-(1-((3R,4S)-4-methoxytetrahydrofuran-3-yl)-1H-1,2,3-triazol-4-yl)phenyl)-2-(2-fluoro-3-(trifluoromethyl)phenyl)acetamide